3,6-bis(2-amino-3-trifluoromethylphenoxy)benzonorbornene NC1=C(OC2C3C4=C(C2CC3)C=C(C=C4)OC4=C(C(=CC=C4)C(F)(F)F)N)C=CC=C1C(F)(F)F